FC=1C=C(COC=2C=C3N(C(N2)=O)CC2(N3CCC2)C)C=C(C1OC1=CC(=NC=C1)C(F)(F)F)F 3-((3,5-difluoro-4-((2-(trifluoromethyl)pyridin-4-yl)oxy)benzyl)oxy)-8a-methyl-7,8,8a,9-tetrahydro-1H,6H-pyrrolo[1',2':3,4]imidazo[1,2-c]pyrimidin-1-one